C1(=CC=CC=C1)C=1NC2=C(C=C(C=C2C1)COCCNS(=O)(=O)C)NC1CCOCC1 N-(2-((2-phenyl-7-((tetrahydro-2H-pyran-4-yl)amino)-1H-indol-5-yl)methoxy)ethyl)methanesulfonamide